2-(methoxydimethylsilyl)ethyl-succinic anhydride CO[Si](CCC1C(=O)OC(C1)=O)(C)C